N-methyl-1-(2,2,2-trifluoroethyl)piperidin-4-amine CNC1CCN(CC1)CC(F)(F)F